1-methyl-5-((3-methyl-6-((7-methyl-[1,2,4]triazolo[1,5-a]pyridin-6-yl)amino)-1H-pyrazolo[3,4-d]pyrimidin-1-yl)methyl)pyridin-2(1H)-one CN1C(C=CC(=C1)CN1N=C(C=2C1=NC(=NC2)NC=2C(=CC=1N(C2)N=CN1)C)C)=O